C(CCCCCCCCCCCCC)=O myristoaldehyde